methyl 4-isopropoxy-2-(piperazin-1-yl)benzoate C(C)(C)OC1=CC(=C(C(=O)OC)C=C1)N1CCNCC1